C(C)(=O)OCCN1CCN(CC1)CC1=C(C=C(C=C1)NC(C1=CC(=C(C=C1)C)C#CC=1C=C2C(=NC1)NN=C2)=O)C(F)(F)F 2-[4-(4-{3-[(1H-pyrazolo[3,4-b]pyridin-5-yl)ethynyl]-4-methylbenzamido}-2-(trifluoromethyl)benzyl)piperazin-1-yl]ethyl acetate